digeranyl bisphosphonate P(OC\C=C(/C)\CCC=C(C)C)([O-])=O.P(OC\C=C(/C)\CCC=C(C)C)([O-])=O